methyl trans-3-[(5-fluorobenzimidazol-1-yl)methyl]cyclobutanecarboxylate FC1=CC2=C(N(C=N2)C[C@@H]2C[C@H](C2)C(=O)OC)C=C1